2-(3,5-bis(trifluoromethyl)phenyl)-3-(3-(2-(oxetan-3-yl)-2,7-diazaspiro[3.5]non-7-yl)prop-1-ynyl)-6-(5-(trifluoromethyl)-2H-pyrazol-3-yl)phenol FC(C=1C=C(C=C(C1)C(F)(F)F)C1=C(C(=CC=C1C#CCN1CCC2(CN(C2)C2COC2)CC1)C=1NN=C(C1)C(F)(F)F)O)(F)F